N1C=CC2=CC(=CC=C12)NC1=NC=CC2=CC=NC=C12 N-(1H-indol-5-yl)-2,7-naphthyridin-1-amine